tert-butyl {6-[({[(1-methyl-1H-tetrazol-5-yl)(phenyl)methylene] amino} oxy)methyl]pyridin-2-yl}carbamate CN1N=NN=C1C(C1=CC=CC=C1)=NOCC1=CC=CC(=N1)NC(OC(C)(C)C)=O